5-chloro-8-((1-(2-(3,3-difluorocyclobutyl)ethyl)-1H-indazol-6-yl)sulfonyl)-3-hydroxyquinazoline-2,4(1H,3H)-dione ClC1=C2C(N(C(NC2=C(C=C1)S(=O)(=O)C1=CC=C2C=NN(C2=C1)CCC1CC(C1)(F)F)=O)O)=O